(2S)-1-[9-bromo-8-methoxy-1-(thiophen-2-yl)-5H,6H-pyrrolo[2,1-a]isoquinoline-3-carbonyl]-2-ethyl-2-methylpyrrolidine BrC1=C(C=C2CCN3C(C2=C1)=C(C=C3C(=O)N3[C@@](CCC3)(C)CC)C=3SC=CC3)OC